CC1=C(C=CC(=N1)C(C)O)C(F)(F)F 1-(6-methyl-5-(trifluoromethyl)pyridin-2-yl)ethan-1-ol